N-[(1R)-1-(1-naphthyl)ethyl]-3-[3-(trifluoromethyl)phenyl]Propylamine hydrochloride Cl.C1(=CC=CC2=CC=CC=C12)[C@@H](C)NCCCC1=CC(=CC=C1)C(F)(F)F